((2-(((3S,6S,9aS)-5-oxo-3-(3-(4-(2-oxopyrrolidin-1-yl)pyridin-3-yl)azetidine-1-carbonyl)octahydro-1H-pyrrolo[1,2-a]azepin-6-yl)carbamoyl)benzo[b]thiophen-5-yl)methyl)phosphonic acid O=C1[C@H](CCC[C@@H]2N1[C@@H](CC2)C(=O)N2CC(C2)C=2C=NC=CC2N2C(CCC2)=O)NC(=O)C2=CC1=C(S2)C=CC(=C1)CP(O)(O)=O